C[Si](CC(CC(=O)NC=1C=CC=C2C=CC=NC12)CC1=CC=C(C=C1)F)(C1=CC=CC=C1)C 4-[Dimethyl(phenyl)silyl]-3-(4-fluorobenzyl)-N-(quinolin-8-yl)butanamide